[N+](=O)([O-])C=1C=CC(=NC1)OCCCC=O 4-((5-nitropyridin-2-yl)oxy)butyraldehyde